7-chloro-N-(1-(6-methylpyridin-2-yl)piperidin-4-yl)quinazolin-4-amine ClC1=CC=C2C(=NC=NC2=C1)NC1CCN(CC1)C1=NC(=CC=C1)C